C(C)C(C)CCC(CCO)O 2-ethyl-4-butyl-1,3-propanediol